2-{3-[3-(tert-butylamino)cyclobutyl]-3H-[1,2,3]triazolo[4,5-c]pyridazin-6-yl}-5-(1H-pyrazol-4-yl)phenol C(C)(C)(C)NC1CC(C1)N1N=NC2=C1N=NC(=C2)C2=C(C=C(C=C2)C=2C=NNC2)O